CN1C(N)=NC=2N=CN(C2C1=O)C 1,7-dimethylguanine